CC1(O[C@H]2[C@@H](O1)O[C@]([C@H]2OCC2=CC1=CC=CC=C1C=C2)(C=O)COCC2=CC1=CC=CC=C1C=C2)C (3aR,5R,6S,6aR)-2,2-dimethyl-6-(naphthalen-2-ylmethoxy)-5-((naphthalen-2-ylmethoxy)methyl)tetrahydrofuro[2,3-d][1,3]dioxole-5-carbaldehyde